NC1=CC(=C(C=C1)N1CCC(CC1)O)CN(C)C 1-(4-amino-2-((dimethylamino)methyl)phenyl)piperidin-4-ol